3-(3-(4-(2-(2,6-Dichlorophenyl)-3-methylimidazo[2,1-f][1,6]naphthyridin-9-yl)-1H-pyrazol-1-yl)azetidin-1-yl)-3-oxopropanenitrile ClC1=C(C(=CC=C1)Cl)C=1N=C2C=3C=C(C=NC3C=CN2C1C)C=1C=NN(C1)C1CN(C1)C(CC#N)=O